C(=O)C=1C=CC(=C2N=CC=NC12)N1C[C@@H](C[C@@H](C1)C)NC(OC(C)(C)C)=O tert-butyl (3R,5S)-1-(8-formylquinoxalin-5-yl)-5-methylpiperidin-3-ylcarbamate